CS(=O)(=O)OC1CN(C1)C(=O)OC(C)(C)C tert-Butyl 3-((methylsulfonyl)oxy)azetidine-1-carboxylate